O[C@@H]1C[C@@H](NC1)C(=O)OC methyl (2R,4R)-4-hydroxypyrrolidine-2-carboxylate